NC=1OC2=C(C=NC=C2[C@H]2C[C@@H](CCC2)C(=O)N2[C@H](C3=C(C=C(C=C3CC2)Cl)Cl)C)N1 ((1R,3R)-3-(2-aminooxazolo[4,5-c]pyridin-7-yl)cyclohexyl)((S)-6,8-dichloro-1-methyl-3,4-dihydroisoquinolin-2(1H)-yl)methanone